2-((4'-((5-Aminopyridin-2-yl)oxy)-[1,1'-biphenyl]-3-yl)methyl)isoindoline-1,3-dione NC=1C=CC(=NC1)OC1=CC=C(C=C1)C1=CC(=CC=C1)CN1C(C2=CC=CC=C2C1=O)=O